(R)-((6-(6-fluoro-1H-indol-4-yl)-4-(3-methylmorpholino)pyridin-2-yl)imino)dimethyl-λ6-sulfanone FC1=CC(=C2C=CNC2=C1)C1=CC(=CC(=N1)N=S(=O)(C)C)N1[C@@H](COCC1)C